C1(CCC(N1OC(=O)C1CCC(CC1)CN1C(C=CC1=O)=O)=O)=O 4-(maleimidomethyl)cyclohexane-1-carboxylic succinimidyl ester